CC(=O)C[C@H](C1=CC=CC=C1)C2=C(C3=CC=CC=C3OC2=O)[O-].[K+] The molecule is an organic potassium salt having 2-oxo-3-[(1R)-3-oxo-1-phenylbutyl]-2H-1-benzopyran-4-olate as the counterion (the racemate is warfarin potassium, an anticoagulant drug and rodenticide). It contains a (R)-warfarin(1-). It is an enantiomer of a (S)-warfarin potassium.